3-[(2-methoxy-3-{[2-(pyrrolidin-1-yl)ethoxy]methyl}-6H,7H,8H-cyclopenta[b]1,5-naphthyridin-9-yl)amino]butanenitrile COC=1N=C2C(=C3C(=NC2=CC1COCCN1CCCC1)CCC3)NC(CC#N)C